4-(tetrahydrofuran-2-yl)benzoic acid methyl ester COC(C1=CC=C(C=C1)C1OCCC1)=O